ClC1=NC(=CC(=N1)C1(CC(C1)C)C(=O)OC)Cl methyl 1-(2,6-dichloropyrimidin-4-yl)-3-methylcyclobutane-1-carboxylate